2-(4-((1-(3,4,5-trimethoxyphenyl)-1H-imidazol-4-yl)amino)pyrrolo[2,1-f][1,2,4]triazin-2-yl)benzamide COC=1C=C(C=C(C1OC)OC)N1C=NC(=C1)NC1=NC(=NN2C1=CC=C2)C2=C(C(=O)N)C=CC=C2